[Bi+3].[Cl-].FC1(C2(C(C(C1(F)F)(F)F)(O2)F)C(F)(F)F)F.[Cl-].[Cl-] Perfluoro-2,3-epoxy-2-methyl-cyclopentane chloride bismuth salt